tert-butyl (3R)-3-{[5-(2-phenylacetamido)-1,3,4-thiadiazol-2-yl]oxy}pyrrolidine-1-carboxylate C1(=CC=CC=C1)CC(=O)NC1=NN=C(S1)O[C@H]1CN(CC1)C(=O)OC(C)(C)C